ClC1=C(N(C(C2=C(C=CC=C12)C1=NC=C(N=C1)N1CCOCC1)=O)C1=CC=CC=C1)[C@H](C)NC=1C2=C(N=CN1)NC=CC2=O (S)-4-((1-(4-chloro-8-(5-morpholinopyrazin-2-yl)-1-oxo-2-phenyl-1,2-dihydroisoquinolin-3-yl)ethyl)amino)pyrido[2,3-d]pyrimidin-5(8H)-one